N-(4-(6-chloro-2,2-dimethyl-2H-chromen-8-yl)thiazol-2-yl)furan-2-carboxamide Sodium [Na].ClC=1C=C2C=CC(OC2=C(C1)C=1N=C(SC1)NC(=O)C=1OC=CC1)(C)C